methyl (S)-6-(pyrrolidin-2-ylmethoxy)hexanoate N1[C@@H](CCC1)COCCCCCC(=O)OC